C(C1=CC=CC=C1)OC(=O)N1CC2=CC=C(C=C2CC1)C(=O)C=1SC=C(C1C(=O)O)C 2-(2-((benzyloxy)carbonyl)-1,2,3,4-tetrahydroisoquinoline-6-carbonyl)-4-methylthiophene-3-carboxylic acid